(3-((5-(5-methylpyridazin-4-yl)pyridin-2-yl)methyl)-1,2,3-oxadiazol-3-ium-5-yl)((5-(trifluoromethyl)pyridin-3-yl)carbamoyl)amide CC=1C(=CN=NC1)C=1C=CC(=NC1)C[N+]1=NOC(=C1)[N-]C(NC=1C=NC=C(C1)C(F)(F)F)=O